C1CC12CCN(CC2)C2=CC=NC=C2C(=O)N 4-(6-azaspiro[2.5]octane-6-yl)nicotinamide